(S)-quinuclidin-3-yl (7-(4-ethylphenyl)-6-fluoro-3,3-dimethylchroman-4-yl)carbamate C(C)C1=CC=C(C=C1)C1=C(C=C2C(C(COC2=C1)(C)C)NC(O[C@@H]1CN2CCC1CC2)=O)F